C(C1=CC=CC=C1)OC1=NC(=CC=C1N1C(N(C2=C1C=CC(=C2)[C@@H]2C(CN(CC2)C(=O)OC(C)(C)C)(F)F)C)=O)OCC2=CC=CC=C2 tert-butyl (R)-4-(1-(2,6-bis(benzyloxy)pyridin-3-yl)-3-methyl-2-oxo-2,3-dihydro-1H-benzo[d]imidazol-5-yl)-3,3-difluoropiperidine-1-carboxylate